(4-Chloro-2-{6-oxo-8-thia-4,5-diazatricyclo[7.4.0.02,7]trideca-1(9),2(7),3-trien-5-yl}pyridin-3-yl)methyl Acetate C(C)(=O)OCC=1C(=NC=CC1Cl)N1N=CC=2C=3CCCCC3SC2C1=O